6-chloro-N-[(4-cyanophenyl)methyl]-8-[(1-cyclopropylsulfonylcyclopropyl)methoxy]-1-methyl-2-oxo-1,5-naphthyridine-3-carboxamide ClC=1N=C2C=C(C(N(C2=C(C1)OCC1(CC1)S(=O)(=O)C1CC1)C)=O)C(=O)NCC1=CC=C(C=C1)C#N